[N+](=O)([O-])C1=CC=C2N=C(C(NC2=C1)=O)C1=CC=CC=C1 7-nitro-3-phenylquinoxalin-2(1H)-one